(R,Z)-N-(1-(3-(difluoromethyl)-6-fluoro-2-morpholino-4-oxo-3,4-dihydroquinazolin-8-yl)ethylidene)-2-methylpropane-2-sulfinamide FC(N1C(=NC2=C(C=C(C=C2C1=O)F)\C(\C)=N/[S@](=O)C(C)(C)C)N1CCOCC1)F